C(C)(C)(C)OC(=O)C1=C(C=NN1C)C1=NC=C(C(=C1)C)B(O)O (2-(5-(tert-butoxycarbonyl)-1-methyl-1H-pyrazol-4-yl)-4-methylpyridin-5-yl)boronic acid